C(C)(C)(C)OC(=O)N[C@H](C(=O)N1[C@@H]([C@H]2C([C@H]2C1)(C)C)C(=O)OC)[C@H](CC)C methyl (1R,2S,5S)-3-[(2S,3S)-2-(tert-butoxycarbonylamino)-3-methyl-pentanoyl]-6,6-dimethyl-3-azabicyclo[3.1.0]hexane-2-carboxylate